CC1=C(C(=CC(=C1)C)C)S(=O)(=O)OP(CCCCCCCCP(CCCC)(CCCC)(CCCC)OS(=O)(=O)C1=C(C=C(C=C1C)C)C)(CCCC)(CCCC)CCCC 1,8-octanediyl-bis(tri-n-butylphosphino) bis(2,4,6-trimethyl-benzenesulfonate)